2-bromo-7,7-difluoro-6,7-dihydro-5H-pyrrolo[1,2-a]imidazole BrC=1N=C2N(C1)CCC2(F)F